COC1=CC(=NC=C1C#N)N[C@H]1CN(CCC1)C1=NC2=C(N1C)C=CC(=C2)[N+](=O)[O-] (R)-4-methoxy-6-((1-(1-methyl-5-nitro-1H-benzo[d]imidazol-2-yl)piperidin-3-yl)amino)nicotinonitrile